1,3-di-n-butylimidazolium methylcarbonate salt COC([O-])=O.C(CCC)N1C=[N+](C=C1)CCCC